(4-((R)-2-(3,4-dichlorophenyl)propyl)-6-(((R)-1-hydroxy-4-methylpent-2-yl)amino)-1,3,5-triazin-2-yl)methanesulfonamide 9,10-dihydroanthracene-1,8-diacetate C1(=CC=CC=2CC3=CC=CC(=C3CC12)CC(=O)O)CC(=O)O.ClC=1C=C(C=CC1Cl)[C@@H](CC1=NC(=NC(=N1)N[C@@H](CO)CC(C)C)CS(=O)(=O)N)C